3-(2-methoxyethoxy)-2-oxo-2H-pyran-6-carboxamide COCCOC=1C(OC(=CC1)C(=O)N)=O